CC1(OB(OC1(C)C)C1=CC(=CC(=C1)C=1C=NC2=CC=CC=C2C1)C=1C=NC2=CC=CC=C2C1)C 4,4,5,5-tetramethyl-[1,3,2]dioxaborolane-2-yl-3,5-di-quinoline-3-yl-benzene